4-(2-{[(2r,7as)-2-fluoro-hexahydro-1H-pyrrolizin-7a-yl]methoxy}-8-fluoro-4-(4-methoxypiperidin-1-yl)quinazolin-7-yl)-5-ethynyl-6-fluoronaphthalene-2-ol F[C@@H]1C[C@@]2(CCCN2C1)COC1=NC2=C(C(=CC=C2C(=N1)N1CCC(CC1)OC)C1=CC(=CC2=CC=C(C(=C12)C#C)F)O)F